ClC=1C=C2CCCN(C2=C(C1)C1=C2C(=NC=C1)C=C(S2)CN2C(CCC2=O)=O)[C@@H]2CN(C1(CCC1)C2)C (S)-1-((7-(6-chloro-1-(5-methyl-5-azaspiro[3.4]octan-7-yl)-1,2,3,4-tetrahydroquinolin-8-yl)thieno[3,2-b]pyridin-2-yl)methyl)pyrrolidine-2,5-dione